1-naphthylamino iodide C1(=CC=CC2=CC=CC=C12)NI